CON(C(=O)C=1C=C2C(NCC2=C(C1)C(F)(F)F)=O)C N-methoxy-N-methyl-3-oxo-7-(trifluoromethyl)isoindoline-5-carboxamide